C(C1=CC=CC=C1)OC=1C=C2CCN(CC2=C(C1NCC(=O)OC)F)C(=O)OC(C)(C)C tert-butyl 6-(benzyloxy)-8-fluoro-7-[(2-methoxy-2-oxoethyl) amino]-3,4-dihydroisoquinoline-2(1H)-carboxylate